5-[[(2S)-1-Methoxy-3-(3-oxo-3-[4-[5-(trifluoromethyl)pyrimidin-2-yl]piperazin-1-yl]propoxy)propan-2-yl]amino]-4-(trifluoromethyl)-2,3-dihydropyridazin-3-one COC[C@@H](COCCC(N1CCN(CC1)C1=NC=C(C=N1)C(F)(F)F)=O)NC1=C(C(NN=C1)=O)C(F)(F)F